2-(2-chloro-4-fluorophenoxy)-N-(2-oxo-1,2-dihydropyridin-4-yl)-5-(trifluoromethyl)benzamide ClC1=C(OC2=C(C(=O)NC3=CC(NC=C3)=O)C=C(C=C2)C(F)(F)F)C=CC(=C1)F